5-CHLORO-1,3-BIS(PROPAN-2-YL)-1H-PYRAZOLE-4-CARBALDEHYDE ClC1=C(C(=NN1C(C)C)C(C)C)C=O